5-(3-hydroxy-4-(6-(methyl(2,2,6,6-tetramethylpiperidin-4-yl)amino)pyridazin-3-yl)phenyl)-3-(trifluoromethyl)pyridin-2-ol OC=1C=C(C=CC1C=1N=NC(=CC1)N(C1CC(NC(C1)(C)C)(C)C)C)C=1C=C(C(=NC1)O)C(F)(F)F